4-(2-(4-hydroxy-1,1-dioxido-6-(2,4,6-trichlorophenyl)-1,2,6-thiadiazinan-2-yl)acetamido)adamantane-1-carboxamide OC1CN(S(N(C1)C1=C(C=C(C=C1Cl)Cl)Cl)(=O)=O)CC(=O)NC1C2CC3(CC(CC1C3)C2)C(=O)N